N1(CCC1)[C@@H](COC)C=1NC(=NN1)C=1N(C2=C(C(=C(C=C2C1N1C=NC=C1)OC)Cl)F)C (R)-2-(5-(1-(azetidin-1-yl)-2-methoxyethyl)-4H-1,2,4-triazol-3-yl)-6-chloro-7-fluoro-3-(1H-imidazol-1-yl)-5-methoxy-1-methyl-1H-indole